(R)-6-chloro-3-((1-(3,6-dimethyl-2-(4-(4-methylpyrimidin-2-yl)piperidin-1-yl)-4-oxo-3,4-dihydroquinazolin-8-yl)ethyl)amino)-N-(methylsulfonyl)picolinamide ClC1=CC=C(C(=N1)C(=O)NS(=O)(=O)C)N[C@H](C)C=1C=C(C=C2C(N(C(=NC12)N1CCC(CC1)C1=NC=CC(=N1)C)C)=O)C